[S].[Te].[S] sulfur tellurium sulfur